1-((1-(4-chloro-2-methoxyphenyl)piperidin-4-yl)methyl)-4-methylpiperazine ClC1=CC(=C(C=C1)N1CCC(CC1)CN1CCN(CC1)C)OC